FC=1C=NC=CC1NC1=NC=CC2=C1N(C=N2)C(C)C 4-[(3-FLUOROPYRIDIN-4-YL)AMINO]-3-(PROPAN-2-YL)-3H-IMIDAZO[4,5-C]PYRIDIN